(3R,4R)-4-{[5-(2,4-difluoro-phenyl)-isoxazole-3-carbonyl]-amino}-1-(1-methyl-cyclobutylmethyl)-piperidine-3-carboxylic acid dimethylamide CN(C(=O)[C@@H]1CN(CC[C@H]1NC(=O)C1=NOC(=C1)C1=C(C=C(C=C1)F)F)CC1(CCC1)C)C